C(C)(C)(C)N1[C@H](CCCC1)C(NC=1C=NC=CC1C1=CC(=C(C=C1)CNC(=O)C1=NOC(=N1)C(C)(C)C)C)=O tert-butyl-(R)-2-((4-(4-((5-(tert-butyl)-1,2,4-oxadiazole-3-carboxamido)methyl)-3-methylphenyl)pyridin-3-yl)carbamoyl)piperidine